C(C)(C)(C)OC(=O)N1[C@@H](CC(CC1)N1CCOCC1)C1=CC=CC=C1.FC1(I(C(C(C(C1(F)F)(F)F)(F)F)(F)F)C(C(C(C(C(C(C(C(C(C(F)(F)F)(F)F)(F)F)(F)F)(F)F)(F)F)(F)F)(F)F)(F)F)(F)F)F perfluorodecyl-iodinane tert-Butyl-(2S)-4-morpholino-2-phenylpiperidine-1-carboxylate